N-(3-(2-(4-((S)-1-(2-methoxyethyl)pyrrolidin-3-ylamino)anilino)-9-(tetrahydro-2H-pyran-2-yl)-9H-purin-6-yloxy)phenyl)acrylamide COCCN1C[C@H](CC1)NC1=CC=C(NC2=NC(=C3N=CN(C3=N2)C2OCCCC2)OC=2C=C(C=CC2)NC(C=C)=O)C=C1